2-(4-bromo-2-methyl-phenyl)sulfonylethoxy-tert-butyl-dimethyl-silane BrC1=CC(=C(C=C1)S(=O)(=O)CCO[Si](C)(C)C(C)(C)C)C